N(=[N+]=[N-])C1(CCC(CCCC1)N=[N+]=[N-])C1CCCCCCC1 1,4-diazidobicyclooctane